C1(=CC=CC=C1)N(C1=CC=C(C=C1)\C=C\C1=CC=C(C=C1)N1CC=CC=C1)C1=CC=CC=C1 (E)-N,N-diphenyl-4-(4-(pyridin-1-yl)styryl)aniline